OCCOC1=C(C=C(C=C1C)C1=NC2=CC(=CC(=C2C=N1)OC)OC)C 2-(4-(2-hydroxyethoxy)-3,5-dimethylphenyl)-5,7-dimethoxyquinazolin